C(C)N(CC)[Si](C1=CC(=CC=C1)C=C)(CC)CC (diethylamino)diethyl-(3-vinylphenyl)silane